C1(=CC=CC=C1)C=1N=C(SC1)N=NC1=C(NC2=CC=CC=C12)O 3-[(4-phenyl-1,3-thiazol-2-yl)diazenyl]-1H-indol-2-ol